5-((1-(Cyclopropylmethyl)azetidin-2-yl)methoxy)-2-methyl-N-(1-(naphthalene-1-yl)cyclopropyl)benzamide C1(CC1)CN1C(CC1)COC=1C=CC(=C(C(=O)NC2(CC2)C2=CC=CC3=CC=CC=C23)C1)C